3-[3-[4-[[4-[(3R,5R)-5-[(5-bromo-1-methyl-6-oxo-pyridazin-4-yl)amino]-1-methyl-3-piperidyl]phenyl]methyl]-4,7-diazaspiro[2.5]octan-7-yl]phenyl]piperidine-2,6-dione BrC1=C(C=NN(C1=O)C)N[C@@H]1C[C@@H](CN(C1)C)C1=CC=C(C=C1)CN1C2(CC2)CN(CC1)C=1C=C(C=CC1)C1C(NC(CC1)=O)=O